NC=1C2=C(N=CN1)N(C=C2C2=NN(C=C2)C)[C@H]2[C@@H]([C@@H]([C@H](O2)C(=O)N(C2CCN(CC2)C)CCCC(=O)O)O)O 4-{1-[(2S,3S,4R,5R)-5-[4-amino-5-(1-methyl-1H-pyrazol-3-yl)-7H-pyrrolo[2,3-d]pyrimidin-7-yl]-3,4-dihydroxyoxolan-2-yl]-N-(1-methylpiperidin-4-yl)formamido}butanoic acid